4-[bis(4-methoxyphenyl)amino]benzene-1-carbaldehyde COC1=CC=C(C=C1)N(C1=CC=C(C=C1)C=O)C1=CC=C(C=C1)OC